N-(1-methylcyclopropyl)-3-(5-(trifluoromethyl)-1,3,4-thiadiazol-2-yl)imidazole CC1(CC1)N1CN(C=C1)C=1SC(=NN1)C(F)(F)F